C(C)(C)(C)OC(=O)NCCCCCCCCCCC(=O)O 11-[(tert-butoxycarbonyl)amino]undecanoic acid